tert-butyl (2-(2-(2-((1S,2S,5R)-1-hydroxy-2-isopropyl-5-methylcyclohexane-1-carboxamido)ethyl)phenoxy)ethyl)carbamate O[C@@]1([C@@H](CC[C@H](C1)C)C(C)C)C(=O)NCCC1=C(OCCNC(OC(C)(C)C)=O)C=CC=C1